8-Methylbenzothiopyran-4-one CC1=CC=CC=2C(C=CSC21)=O